COC1(CN(CC1)C(=O)OC(C)(C)C)C(=O)OC 1-(tert-butyl) 3-methyl 3-methoxypyrrolidine-1,3-dicarboxylate